N-(2-(2,6-dioxopiperidin-3-yl)-1-oxoisoindolin-5-yl)-3-methyl-1H-pyrrolo[2,3-b]pyridine-5-carboxamide O=C1NC(CCC1N1C(C2=CC=C(C=C2C1)NC(=O)C=1C=C2C(=NC1)NC=C2C)=O)=O